ethyl 2-(2-((5-bromo-7-(cyclopropylmethoxy)benzofuran-3-yl)methoxy)-4-methylphenyl)acetate BrC=1C=C(C2=C(C(=CO2)COC2=C(C=CC(=C2)C)CC(=O)OCC)C1)OCC1CC1